[Si](C)(C)(C(C)(C)C)OC(C)C=1C=C(C(=O)[O-])C=CN1 2-(1-((tert-butyldimethylsilyl)oxy)ethyl)isonicotinate